ClC1=C(C(=C(C=C1OC)OC)Cl)C1=NC(=C2C=C(N=CC2=C1)N[C@H]1[C@H](COC1)NC(C=C)=O)NCCO N-((3R,4S)-4-((7-(2,6-dichloro-3,5-dimethoxyphenyl)-5-((2-hydroxyethyl)amino)-2,6-naphthyridin-3-yl)amino)tetrahydrofuran-3-yl)acrylamide